NC1(CCC2=CC(=CC=C12)P(=O)(O)O)C(=O)O 1-amino-5-phosphonoindan-1-carboxylic acid